4-(1,4'-bipiperidin-1'-ylmethyl)-1,3-thiazol-2-amine dihydrochloride Cl.Cl.N1(CCCCC1)C1CCN(CC1)CC=1N=C(SC1)N